COC(C1=C(CN(C(C(C)(C)C)=O)[C@@H](C(=O)O)C)C=CC=C1)OC (R)-2-(N-(2-(Dimethoxymethyl)benzyl)pivalamido)propanoic acid